ClC=1C=C(C=CC1)NC(CNC1=CC(=NC=2N(C(N(C(C21)=O)C)=O)C)N(C)C)=O N-(3-chlorophenyl)-2-{[7-(dimethylamino)-1,3-dimethyl-2,4-dioxo-1,2,3,4-tetrahydropyrido[2,3-d]pyrimidin-5-yl]amino}acetamide